[N+](=O)([O-])OCC(CO[N+](=O)[O-])OCC 2-ethoxy-1,3-propanediol dinitrate